2-[4-(2,2-dichlorocyclopropyl)phenoxy]-2-methyl-N-[(1R,3S)-3-{[2-(trifluoromethyl)quinolin-4-yl]amino}cyclohexyl]propanamide ClC1(C(C1)C1=CC=C(OC(C(=O)N[C@H]2C[C@H](CCC2)NC2=CC(=NC3=CC=CC=C23)C(F)(F)F)(C)C)C=C1)Cl